COC(=O)NN(C)C(C1=C(C(=CC(=C1)Cl)C)NC(=O)C1=CC(=NN1C1=NC=CC=C1Cl)Br)=O 2-[2-({[3-bromo-1-(3-chloropyridin-2-yl)-1H-pyrazol-5-yl]carbonyl}amino)-5-chloro-3-methylbenzoyl]-2-methylhydrazinecarboxylic acid methyl ester